4-(4-(difluoromethoxy)phenyl)-2-ethoxy-6-(2-(ethoxymethyl)-1-methyl-1H-benzo[d]imidazol-6-yl)thiazolo[4,5-b]pyridin-5(4H)-one FC(OC1=CC=C(C=C1)N1C2=C(C=C(C1=O)C=1C=CC3=C(N(C(=N3)COCC)C)C1)SC(=N2)OCC)F